3-methylbut-2-en-1-yl 4-(3-((benzyloxy) methyl)-4-ethyl-5-oxo-4,5-dihydro-1H-1,2,4-triazol-1-yl)-5-fluoro-2-iodobenzoate C(C1=CC=CC=C1)OCC1=NN(C(N1CC)=O)C1=CC(=C(C(=O)OCC=C(C)C)C=C1F)I